N-(2-(4-hydroxy-4-methylpiperidin-1-yl)-5-(trifluoromethyl)phenyl)picolinamide OC1(CCN(CC1)C1=C(C=C(C=C1)C(F)(F)F)NC(C1=NC=CC=C1)=O)C